ClC1=C(C(=NC=C1)N1C(C=2N(CC1)C1=C(C2)CC(C1)(C)C)=O)CC(=O)OC methyl (4-chloro-2-(7,7-dimethyl-1-oxo-1,3,4,6,7,8-hexahydro-2H-cyclopenta[4,5]pyrrolo[1,2-a]pyrazin-2-yl)pyridin-3-yl)acetate